O[C@@H]1C[C@H]2CC[C@H]3[C@@H]4CC[C@H]([C@@H](CCC(=O)O)C)[C@]4([C@H](C[C@@H]3[C@]2(CC1)C)O)C 3β,12α-dihydroxy-5β-cholanoic acid